OC=1C(=C2C(=C(N(C2=CC1)C1=CC=C(C=C1)OC)C)C(=O)NC)CN1CCCCC1 5-hydroxy-1-(4-methoxyphenyl)-N,2-dimethyl-4-(piperidin-1-ylmethyl)-1H-indole-3-carboxamide